(2S,5R)-5-[(benzylamino)methyl]-2-(3-phenoxyphenyl)-1,4-thiazepan-3-one C(C1=CC=CC=C1)NC[C@@H]1NC([C@@H](SCC1)C1=CC(=CC=C1)OC1=CC=CC=C1)=O